C(CCCCC)OC(CCC(=O)O)OCCCCCC 4,4-bis(hexyloxy)butanoic acid